C(C)C1=NN(C2=C1C(NCC1(CCOCC1)C2)=O)C[C@H](COC(C2=CC=C(C=C2)C(N)=O)=O)C 4-Carbamoyl-benzoic acid [(2R)-3-(3-ethyl-4-oxo-spiro[6,8-dihydro-5H-pyrazolo[4,3-c]azepin-7,4'-tetrahydropyran]-1-yl)-2-methyl-propyl] ester